2,4-dicarboxy-3-isobutyl-glutaramide ethyl-5-cyclopropyl-1H-pyrazole-4-carboxylate C(C)OC(=O)C=1C=NNC1C1CC1.C(=O)(O)C(C(=O)N)C(C(C(=O)N)C(=O)O)CC(C)C